C4-phenylbenzophenone C1(=CC=CC=C1)C1=CC=C(C(=O)C2=CC=CC=C2)C=C1